[Na].ClC=1N=C(C(=NC1)S)C 5-chloro-3-methylpyrazine-2-thiol sodium